1-(3-(5-((4-([1,2,4]triazolo[4,3-a]pyridin-7-yloxy)-3-methylphenyl)amino)pyrrolo[2,1-f][1,2,4]triazin-4-yl)-8-azabicyclo[3.2.1]octan-8-yl)prop-2-en-1-one acetate C(C)(=O)O.N=1N=CN2C1C=C(C=C2)OC2=C(C=C(C=C2)NC=2C=CN1N=CN=C(C12)C1CC2CCC(C1)N2C(C=C)=O)C